C(C)(C)C=1C=NN2C1N=C(N=C2)OC 8-isopropyl-2-methoxypyrazolo[1,5-a][1,3,5]triazin